ClC=1C=C2C3=C(N(C2=CC1)S(=O)(=O)C1CC1)CNCC3C(C)(O)C3CCCCC3 (6-chloro-9-(cyclopropylsulfonyl)-2,3,4,9-tetrahydro-1H-pyrido[3,4-b]indol-4-yl)-1-cyclohexyl-ethan-1-ol